2-[[4-cyano-7-methyl-2-[[2-[2-oxo-3-(3-oxo-4H-pyrazino[2,3-b][1,4]oxazin-6-yl)-1,3-oxazolidin-5-yl]ethylamino]methyl]-2,3-dihydro-1H-inden-5-yl]oxy]-N-methylacetamide C(#N)C1=C2CC(CC2=C(C=C1OCC(=O)NC)C)CNCCC1CN(C(O1)=O)C1=NC2=C(OCC(N2)=O)N=C1